ClC=1C=NC=C(C1SC1=NN=C(S1)C(=O)NC1=CC2=C(C(CS2(=O)=O)NCCN2CCOCC2)C=C1)Cl 5-[(3,5-dichloropyridin-4-yl)sulfanyl]-N-(3-{[2-(morpholin-4-yl)ethyl]amino}-1,1-dioxo-2,3-dihydro-1-benzothiophen-6-yl)-1,3,4-thiadiazole-2-carboxamide